C(C1=CC=CC=C1)OC1=C(C=C(C=C1C(=O)OCC)OCC1=CC=CC=C1)CSCC1=C(C(=CC(=C1)OCC1=CC=CC=C1)C(=O)OCC)OCC1=CC=CC=C1 Bis(2,5-dibenzyloxy-3-ethoxycarbonylphenylmethyl)sulfide